ClC1=CC(=C(C(=O)NC)C=C1)NC(=O)NC1=CC(=CC=C1)Br 4-chloro-2-[3-(3-bromophenyl)ureido]-N-methylbenzamide